10-methyllauryl palmitoleate C(CCCCCCC\C=C/CCCCCC)(=O)OCCCCCCCCCC(CC)C